3-((2-(4-methoxyphenyl)quinolin-4-yl)amino)propyl 4-methylbenzenesulfonate CC1=CC=C(C=C1)S(=O)(=O)OCCCNC1=CC(=NC2=CC=CC=C12)C1=CC=C(C=C1)OC